[Cu].C(=O)(O)C=1C2=C(C3=C(C(=C(N3C(=O)O)C=C3C=CC(C=C4C=CC(=CC(C1)=N2)N4)=N3)C3=CC=CC=C3)C(=O)O)C(=O)O tetracarboxylphenyl-porphyrin copper